(R)-tert-butyl (1-(4-(5-fluoro-6-oxo-1,6-dihydropyridin-3-yl)phenyl)-3-(piperidin-1-yl)propyl)carbamate FC1=CC(=CNC1=O)C1=CC=C(C=C1)[C@@H](CCN1CCCCC1)NC(OC(C)(C)C)=O